1-[4-[2-[(2S)-2-methylazetidin-1-yl]-6,7-dihydro-5H-cyclopenta[d]pyrimidin-4-yl]phenyl]cyclopropanecarboxamide C[C@@H]1N(CC1)C=1N=C(C2=C(N1)CCC2)C2=CC=C(C=C2)C2(CC2)C(=O)N